tert-butyl N-[(3R)-1,4-dioxo-7-[5-(1,2,2,2-tetrafluoro-1-methoxy-ethyl)-1,3,4-oxadiazol-2-yl]-5-[[4-(trifluoromethoxy)phenyl]methyl]-2,3-dihydro-1λ6,5-benzothiazepin-3-yl]carbamate O=[SH2]1C[C@@H](C(N(C2=C1C=CC(=C2)C=2OC(=NN2)C(C(F)(F)F)(OC)F)CC2=CC=C(C=C2)OC(F)(F)F)=O)NC(OC(C)(C)C)=O